COC1=CC=C(CN(C2=C(C(=C(C(=C2F)C)CC=O)Br)F)CC2=CC=C(C=C2)OC)C=C1 2-(4-(bis(4-Methoxybenzyl)amino)-2-bromo-3,5-difluoro-6-methylphenyl)acetaldehyde